2-(((1S)-1-(5-(2-(4-chlorophenyl)-3-(4-fluorophenyl)cyclopropyl)-1,2,4-oxadiazol-3-yl)ethyl)carbamoyl)-4-methoxypyridin-3-yl acetate C(C)(=O)OC=1C(=NC=CC1OC)C(N[C@@H](C)C1=NOC(=N1)C1C(C1C1=CC=C(C=C1)F)C1=CC=C(C=C1)Cl)=O